1-(8-Chloro-4-isoquinolyl)-3-[(4-methoxyphenyl)methyl]hexahydropyrimidine ClC=1C=CC=C2C(=CN=CC12)N1CN(CCC1)CC1=CC=C(C=C1)OC